C1(CCCC1)CNC(=O)C1=CC2=C(CN(C2)C2=NOC(C2)(C(F)(F)F)C2=CC(=C(C(=C2)Cl)F)Cl)S1 N-(cyclopentylmethyl)-5-(5-(3,5-dichloro-4-fluorophenyl)-5-(trifluoromethyl)-4,5-dihydroisoxazol-3-yl)-5,6-dihydro-4H-thieno[2,3-c]pyrrole-2-carboxamide